2-methyl-2-(3-(1-((3-(thiophen-2-yl)phenyl)sulfonyl)piperidin-3-yl)phenoxy)propionic acid CC(C(=O)O)(C)OC1=CC(=CC=C1)C1CN(CCC1)S(=O)(=O)C1=CC(=CC=C1)C=1SC=CC1